P(=O)(ON1N=CC(=C1)C=1SC=C(N1)C(NC=1C(=NN(C1)[C@@H]1CC[C@H](CC1)OCC)C1=NC=CC=N1)=O)(OC)O (4-(4-((1-(trans-4-ethoxycyclohexyl)-3-(pyrimidin-2-yl)-1H-pyrazol-4-yl) carbamoyl) thiazol-2-yl)-1H-pyrazol-1-yl) methyl hydrogen phosphate